NC1=NC(=C(C=2N1N=C(N2)C(C2=CC=CC=C2)NCCO)Br)C=2C=C(C#N)C=CC2 3-(5-amino-8-bromo-2-((2-hydroxyethylamino)(phenyl)methyl)-[1,2,4]triazolo[1,5-c]pyrimidin-7-yl)benzonitrile